OC1=CC=C(CC2=C(C=C(C=3C4=CC=C(C=C4CCC23)O)OC)O)C=C1 1-(4-Hydroxybenzyl)-4-methoxy-9,10-dihydrophenanthrene-2,7-diol